COC1=NN=C(S1)NC(C1=CN=C(C=C1C1=C(C=CC(=C1)C)OC)C)=O N-(5-methoxy-1,3,4-thiadiazol-2-yl)-4-(2-methoxy-5-methylphenyl)-6-methylnicotinamide